NC1=C(C=NC(=C1)C(F)(F)F)N(C(=O)C1=NN(C(=C1SCC)C1CC1)C)C N-(4-amino-6-(trifluoromethyl)pyridin-3-yl)-5-cyclopropyl-4-(ethylthio)-N,1-dimethyl-1H-pyrazole-3-carboxamide